ethyl (1S,2S,5R)-5-((tert-butyldimethylsilyl)oxy)-2-methylcyclohexane-1-carboxylate [Si](C)(C)(C(C)(C)C)O[C@@H]1CC[C@@H]([C@H](C1)C(=O)OCC)C